lauric acid oleyl ester C(CCCCCCC\C=C/CCCCCCCC)OC(CCCCCCCCCCC)=O